BrC1=CC=C(C2=CC=CC=C12)C(C)=O 1-(4-bromo-1-naphthyl)ethanone